(S)-N-(5-(2-(2-aminopyridin-3-yl)-5-(1H-pyrazol-1-yl)-3H-imidazo[4,5-b]pyridin-3-yl)-2,3-dihydro-1H-inden-1-yl)-3-(difluoro-methoxy)-5-formyl-4-hydroxybenzamide NC1=NC=CC=C1C1=NC=2C(=NC(=CC2)N2N=CC=C2)N1C=1C=C2CC[C@@H](C2=CC1)NC(C1=CC(=C(C(=C1)C=O)O)OC(F)F)=O